CN1CCC2(C[C@@H]2C(=O)N[C@@H](CCCCCC(CC)=O)C=2OC(=CN2)C=2C=C3C=CN(C(C3=CC2)=O)C)CC1 (S)-6-methyl-N-((S)-1-(5-(2-methyl-1-oxo-1,2-dihydroisoquinolin-6-yl)oxazol-2-yl)-7-oxononyl)-6-azaspiro[2.5]octane-1-carboxamide